(E)-α-cyano-4-hydroxycinnamoyl-piperazine tert-butyl-4-(3-iodopyrazolo[1,5-a]pyrimidin-6-yl)piperazine-1-carboxylate C(C)(C)(C)OC(=O)N1CCN(CC1)C=1C=NC=2N(C1)N=CC2I.C(#N)/C(/C(=O)N2CCNCC2)=C\C2=CC=C(C=C2)O